C(C=C)(=O)OCC(CC)[N+](=O)[O-] 2-nitro-butyl acrylate